2-(1-((benzyloxy)carbonyl)cyclopropoxy)acetic acid C(C1=CC=CC=C1)OC(=O)C1(CC1)OCC(=O)O